1,3-bis(N,N-diglycidyl-aminomethyl)dichlorohexane C(C1CO1)N(CC1CO1)CC(CC(CCC)CN(CC1CO1)CC1CO1)(Cl)Cl